[N+](=O)([O-])C1=C(C=CC(=O)O)C=CC(=C1)[N+](=O)[O-] 2,4-dinitrocinnamic acid